F[C@@H]1C(C1)NC(=O)C1=CN=C2N1N=C(C=C2NC)NC=2C(=NC=CC2)OCC2CCNCC2 N-[(2S)-2-fluorocyclopropyl]-8-(methylamino)-6-{[2-(piperidin-4-ylmethoxy)pyridin-3-yl]amino}imidazo[1,2-b]pyridazine-3-carboxamide